tert-butyl (3S)-4-(3-bromophenyl)-3-methyl-piperazine-1-carboxylate BrC=1C=C(C=CC1)N1[C@H](CN(CC1)C(=O)OC(C)(C)C)C